NC1=NC=2C=CC=CC2C2=C1N=C(N2C[C@@H](C)O[P@@](=O)(OC2=CC=CC=C2)N[C@@H](C)C(=O)OC(C)(C)C)COCC tert-butyl ((R)-(((R)-1-(4-amino-2-(ethoxymethyl)-1H-imidazo[4,5-c]quinolin-1-yl) propan-2-yl) oxy) (phenoxy) phosphoryl)-L-alaninate